CNC(O[C@@H]1CC[C@H](CC1)C(N(C[C@@H]1CC[C@H](CC1)C1=CC(=C(C=C1)OC)C)C1=CC(=CC=C1)C=1C=NN(C1)C1CC1)=O)=O trans-4-((3-(1-Cyclopropyl-1H-pyrazol-4-yl)phenyl)((trans-4-(4-methoxy-3-methylphenyl)cyclohexyl)methyl)-carbamoyl)cyclohexyl methylcarbamate